1-(2,3-dihydrobenzo[b][1,4]dioxin-6-yl)-3-(3-(4-(trifluoromethyl)phenyl)pyrrolidine-1-yl)propan-1-one O1C2=C(OCC1)C=C(C=C2)C(CCN2CC(CC2)C2=CC=C(C=C2)C(F)(F)F)=O